galloyl-furan C(C1=CC(O)=C(O)C(O)=C1)(=O)C=1OC=CC1